FC=1C=C(C(=C(C1)CC(=O)OC(C)(C)C)[N+](=O)[O-])OC1CCOCC1 tert-butyl 2-(5-fluoro-2-nitro-3-((tetrahydro-2H-pyran-4-yl)oxy)phenyl)acetate